6-[4-[acetyl-(methyl)amino]-3-methyl-phenyl]-N-[(2-fluoro-3-pyridinyl)methyl]pyridine-3-carboxamide C(C)(=O)N(C1=C(C=C(C=C1)C1=CC=C(C=N1)C(=O)NCC=1C(=NC=CC1)F)C)C